5-amino-N-(3-chloro-4-fluorophenyl)-3-(5-(2,2-difluoroethyl)-5-fluorooctahydropentalen-2-yl)-1-methyl-1H-pyrazole-4-carboxamide NC1=C(C(=NN1C)C1CC2CC(CC2C1)(F)CC(F)F)C(=O)NC1=CC(=C(C=C1)F)Cl